ClC1=CC=2N(N=C1)C(=CN2)C2=CC=C(C(=O)OC(C)(C)C)C=C2 tert-butyl 4-(7-chloroimidazo[1,2-b]pyridazin-3-yl)benzoate